FC=1C=C(C#N)C=C(C1)[C@@H]1CC=NN1C(=O)N1CCN(CC1)C1=NC=C(C(=N1)C1=NC(=NC(=C1)O)O)F (S)-3-fluoro-5-(1-(4-(5-fluoro-2',6'-dihydroxy-[4,4'-bipyrimidin]-2-yl)piperazine-1-carbonyl)-4,5-dihydro-1H-pyrazol-5-yl)benzonitrile